O=C1N(C(C2=CC=CC=C12)=O)CC1(NC(C=2N1C(C(=CC2)NC2=NC=NC=C2)=O)=O)C 3-((1,3-dioxoisoindolin-2-yl)methyl)-3-methyl-6-(pyrimidin-4-ylamino)-2,3-dihydroimidazo[1,5-a]pyridine-1,5-dione